N\C(=C/C(=O)C1=CC(=CC=C1)F)\C1=CC=CC=C1 (2Z)-3-amino-1-(3-fluorophenyl)-3-phenylpropan-2-en-1-one